(3-{6-oxo-4-[6-(2-propoxyethoxy)pyridin-3-yl]-1,6-dihydropyrimidin-2-yl}-4-(trifluoromethyl)benzyl)butanamide O=C1C=C(N=C(N1)C=1C=C(CC(C(=O)N)CC)C=CC1C(F)(F)F)C=1C=NC(=CC1)OCCOCCC